6-fluoro-7-(2-fluoro-6-hydroxyphenyl)-1-(2-isopropyl-4-methylpyridin-3-yl)-4-((S)-2-methyl-4-((perfluorophenyl)sulfonyl)piperazin-1-yl)pyrido[2,3-d]pyrimidin-2(1H)-one FC1=CC2=C(N(C(N=C2N2[C@H](CN(CC2)S(=O)(=O)C2=C(C(=C(C(=C2F)F)F)F)F)C)=O)C=2C(=NC=CC2C)C(C)C)N=C1C1=C(C=CC=C1O)F